NC1=CC(=C2C(CCCCCC[C@](C3=NN=C(C1=N2)O3)(O)C(F)(F)F)=NOC(C)(C)C)C(F)(F)F (6R)-17-amino-13-tert-butoxyimino-6,15-bis(trifluoromethyl)-19-oxa-3,4,18-triazatricyclo[12.3.1.12,5]nonadeca-1(18),2,4,14,16-pentaen-6-ol